N-[2-amino-5-(2-thienyl)phenyl]-4-(1-oxo-4,5-dihydro-3H-isothiazol-1-yl)benzamide NC1=C(C=C(C=C1)C=1SC=CC1)NC(C1=CC=C(C=C1)S1(NCCC1)=O)=O